C(#N)C=1C=NC(=C(C(=O)NCC2=CC(=C(C=C2)F)F)C1)NCC1=CC=C(C=C1)C=1C=C2C(=NC1)NN=C2 5-Cyano-N-(3,4-difluoro-benzyl)-2-[4-(1H-pyrazolo[3,4-b]pyridin-5-yl)-benzylamino]-nicotinamide